2-[6-(Trifluoromethyl)pyridin-3-yl]ethanol FC(C1=CC=C(C=N1)CCO)(F)F